C(C)(C)(C)OC(=O)N1CC(C1)N (R)-3-aminoazetidine-1-carboxylic acid tert-butyl ester